CO[Si](CCCNC(C(=O)OCC)CC(=O)OCC)(OC)OC diethyl N-(3-trimethoxysilyl-propyl)-amino-succinate